FC(C1=NN=C(O1)C1=C(C=C(C=C1)[N+](=O)[O-])S(=O)(=O)Cl)F 2-[5-(difluoromethyl)-1,3,4-oxadiazol-2-yl]-5-nitrobenzenesulfonyl chloride